1-(5-((1-(cyclohexylmethyl)pyrrolidin-3-yl)methyl)pyrazolo[1,5-a]pyridin-3-yl)dihydropyrimidine-2,4(1H,3H)-dione C1(CCCCC1)CN1CC(CC1)CC1=CC=2N(C=C1)N=CC2N2C(NC(CC2)=O)=O